3-amino-N-[2-(4-amino-3-methoxy-3-methylpyrrolidin-1-yl)-3-fluoro-5,6,7,8-tetrahydroquinolin-6-yl]-5-fluoro-6-methylthieno[2,3-b]pyridine-2-carboxamide NC1=C(SC2=NC(=C(C=C21)F)C)C(=O)NC2CC=1C=C(C(=NC1CC2)N2CC(C(C2)N)(C)OC)F